FC=1C=CC(=NC1C)C(=O)NC1=CC2=CN(N=C2C=C1C(=O)OC)CCC(C)(C)O methyl 5-{[(5-fluoro-6-methylpyridin-2-yl)carbonyl]amino}-2-(3-hydroxy-3-methylbutyl)-2H-indazole-6-carboxylate